4-aminobenzenesulfonic acid NC1=CC=C(C=C1)S(=O)(=O)O